4-bromo-1,1,2,3,4,4-hexafluorobut-1-ene BrC(C(C(=C(F)F)F)F)(F)F